[OH-].C(CC)[N+](CCO)(CCC)CCC tripropyl-(2-hydroxyethyl)ammonium hydroxide